(4-(3-chlorophenyl)thiophen-2-yl)(3,4,5-trimethoxyphenyl)methanone ClC=1C=C(C=CC1)C=1C=C(SC1)C(=O)C1=CC(=C(C(=C1)OC)OC)OC